N1=C(C=CC=C1)CN(C=1C=CC=2C(N(C(C3=CC=CC1C23)=O)CCC2=CC(=C(C=C2)O)O)=O)CC2=NC=CC=C2 6-(bis(pyridin-2-ylmethyl)amino)-2-(3,4-dihydroxyphenethyl)-1H-benzo[de]isoquinoline-1,3(2H)-dione